(5-(3-(cyclopropylethynyl)-1H-indazol-5-yl)pyridin-3-yl)-3-methylbutanamide C1(CC1)C#CC1=NNC2=CC=C(C=C12)C=1C=C(C=NC1)C(C(=O)N)C(C)C